O1C=CC2=C1C=C(C=C2)C(=O)N2CC1=CC(=C(C(=C1CC2)Cl)C(=O)N[C@H](C(=O)OC(C)OC(=O)OC(C)C)CC2=CC(=CC=C2)S(=O)(=O)C)Cl 1-((Isopropoxycarbonyl)oxy)ethyl (2S)-2-(2-(benzofuran-6-carbonyl)-5,7-dichloro-1,2,3,4-tetrahydroisoquinoline-6-carboxamido)-3-(3-(methylsulfonyl)phenyl)propanoate